1-(4-chlorobenzyl)-3-(4-((3,5-dimethyl-1H-pyrazol-1-yl)methyl)phenyl)urea ClC1=CC=C(CNC(=O)NC2=CC=C(C=C2)CN2N=C(C=C2C)C)C=C1